CNC(=O)C1=CC=2C=3C=C4C(=C(C3N(C2C=C1)C)C)C=CN=C4 N,5,6-trimethyl-6H-pyrido[4,3-b]carbazole-9-carboxamide